1,1'-[(3-{bis[3-(dimethylamino)propyl]amino}propyl)imino]dipropan-2-ol CN(CCCN(CCCN(CC(C)O)CC(C)O)CCCN(C)C)C